NCCS(=O)(=O)OC(CCCCCCCCCCCC)=O.[Ca] calcium methyllauroyl taurate